4-(6-((5-acetylthiophen-2-yl)methoxy)pyridin-2-yl)piperidine-1-carboxylic acid Butyl ester C(CCC)OC(=O)N1CCC(CC1)C1=NC(=CC=C1)OCC=1SC(=CC1)C(C)=O